2-cyano-1-(4-methylbenzyl)pyridinium C(#N)C1=[N+](C=CC=C1)CC1=CC=C(C=C1)C